vinyl isodecanoate C(CCCCCCC(C)C)(=O)OC=C